1-(4-(5-(3-(6-aminopyridin-3-yl)imidazo[1,2-a]pyrimidin-6-yl)pyridin-3-yl)phenyl)pyrrolidin-2-one NC1=CC=C(C=N1)C1=CN=C2N1C=C(C=N2)C=2C=C(C=NC2)C2=CC=C(C=C2)N2C(CCC2)=O